C(C)(C)(C)N1N=CC(=C1)N1C(O[C@]2(C1)C[C@@](CCC2)(C)CN2C=NC1=C2C=C(C=C1)C#N)=O 1-{[(5S,7S)-3-(1-tert-butyl-1H-pyrazol-4-yl)-7-methyl-2-oxo-1-oxa-3-azaspiro[4.5]dec-7-yl]methyl}-1H-benzimidazole-6-carbonitrile